2-[2-hydroxy-3-(3,4,5,6-tetrahydrophthalimido-methyl)-5-methylphenyl]benzotriazoleOne OC1=C(C=C(C=C1CN1C(C2=C(C1=O)CCCC2)=O)C)N2N=C1C(N2)=CC=CC1=O